(3R)-5-Amino-2,3,6,6-tetramethyl-3-(8-(prop-1-yn-1-yl)dibenzo[b,d]thiophen-2-yl)-3,6-dihydro-2H-1,4-thiazine 1,1-dioxide NC1=N[C@@](C(S(C1(C)C)(=O)=O)C)(C1=CC2=C(SC3=C2C=C(C=C3)C#CC)C=C1)C